2-[4-(4-chlorophenyl)-5-[2-(difluoromethyl)pyridin-4-yl]-1H-imidazol-1-yl]-N-[(3R)-pyrrolidin-3-yl]acetamide ClC1=CC=C(C=C1)C=1N=CN(C1C1=CC(=NC=C1)C(F)F)CC(=O)N[C@H]1CNCC1